N-(5-chloro-2-pyridyl)triflimide ClC=1C=CC(=NC1)N(S(=O)(=O)C(F)(F)F)S(=O)(=O)C(F)(F)F